ClC=1C=CC=C2C(OCC12)=O 7-chloro-3-oxoisobenzofuran